C(C)N1C(C(=CCC1)C1=CC=2C(=NC=CC2C=2SC3=C(N2)C=C(C(=C3)F)N)S1)C (2-(1-ethyl-2-methyl-1,2,5,6-tetrahydropyridin-3-yl)thieno[2,3-b]pyridin-4-yl)-6-fluorobenzo[d]thiazol-5-amine